(R)-2-fluoro-5-(1-(6-fluoro-3-((3-fluorobenzyl)amino)-1,1-dioxido-4H-benzo[e][1,2,4]thiadiazin-5-yl)ethyl)benzonitrile FC1=C(C#N)C=C(C=C1)[C@@H](C)C1=C(C=CC2=C1NC(=NS2(=O)=O)NCC2=CC(=CC=C2)F)F